C1(CC1)C(=O)N1CC2=CC=C(C=C2C(C1)(C)C)S(=O)(=O)N([C@@H](C)C1=CC=C(C=C1)F)CC (S)-2-(cyclopropanecarbonyl)-N-ethyl-N-(1-(4-fluorophenyl)ethyl)-4,4-dimethyl-1,2,3,4-tetrahydroisoquinoline-6-sulfonamide